2-amino-4-(trifluoromethylsulfanyl)phenol NC1=C(C=CC(=C1)SC(F)(F)F)O